C(C)(C)(C)OC(N(C)[C@@H]1COC2=C1C=CC(=C2)N=C(C2=CC=CC=C2)C2=CC=CC=C2)=O (S)-(6-((diphenylmethylene)amino)-2,3-dihydrobenzofuran-3-yl)(methyl)carbamic acid tert-butyl ester